(S)-2-(((benzyloxy)carbonyl)amino)-4-((2-phenoxyethyl)(4-(5,6,7,8-tetrahydro-1,8-naphthyridin-2-yl)butyl)amino)butanoic acid C(C1=CC=CC=C1)OC(=O)N[C@H](C(=O)O)CCN(CCCCC1=NC=2NCCCC2C=C1)CCOC1=CC=CC=C1